4-(4-cyano-2,3-dihydrobenzofuran-7-yl)-5-cyclopropoxy-2,8-dimethyl-1,4-dihydro-1,6-naphthyridine-3-formamide C(#N)C1=CC=C(C2=C1CCO2)C2C(=C(NC1=C(C=NC(=C21)OC2CC2)C)C)C(=O)N